Cl.N[C@H]1COCC1 (R)-3-aminotetrahydrofuran hydrochloride